C(C)(C)(C)[Si](O[C@H](C)\C=C\B1OC(C(O1)(C)C)(C)C)(C1=CC=CC=C1)C1=CC=CC=C1 tert-butyldiphenyl[[(2R,3E)-4-(4,4,5,5-tetramethyl-1,3,2-dioxaborolan-2-yl)but-3-en-2-yl]oxy]silane